BrC1=CC(=C(C(=O)OC)C(=C1)C)Cl methyl 4-bromo-2-chloro-6-methylbenzoate